BrC1=CC(=C(CN(C(C(=O)NC=2C(=NC=C(C2)Br)N2CCN(CC2)C)=O)C)C=C1)OC1=CC(=CC=C1)Cl N1-(4-bromo-2-(3-chlorophenoxy)benzyl)-N2-(5-bromo-2-(4-methylpiperazin-1-yl)pyridin-3-yl)-N1-methyloxalamide